CN(C=1C=C(CN(C2=CC(=NC=C2)OCCOC2=CC(=CC=C2)N(C)C)CC2=CC(=CC=C2)OC)C=CC1)C N-(3-(dimethylamino)benzyl)-2-(2-(3-(dimethylamino)phenoxy)ethoxy)-N-(3-methoxybenzyl)pyridin-4-amine